5-chloro-N-(4-{3,3-difluoro-1-[(4-fluorophenyl)carbamoyl]cyclobutyl}phenyl)pyridine-3-carboxamide tert-Butyl-(R)-(1-(3-amino-1-methyl-1H-indazol-7-yl)pyrrolidin-3-yl)carbamate C(C)(C)(C)N(C(O)=O)[C@H]1CN(CC1)C=1C=CC=C2C(=NN(C12)C)N.ClC=1C=C(C=NC1)C(=O)NC1=CC=C(C=C1)C1(CC(C1)(F)F)C(NC1=CC=C(C=C1)F)=O